(S)-N-(5-(((2-amino-3,3,3-trifluoropropyl)amino)methyl)-6-chloropyridazin-3-yl)pivalamide N[C@@H](CNCC=1C=C(N=NC1Cl)NC(C(C)(C)C)=O)C(F)(F)F